C(C)(=O)OC1=C2C(C=C(OC2=CC(=C1)OC(C)=O)C1=CC=CC=C1)=O 4-Oxo-2-phenyl-4H-chromene-5,7-diyl diacetate